[Al].[Zn].C(C1=CC=CC=C1)OC(=O)N([C@@H](C(C1=CC=CC=C1)C1=CC=CC=C1)C(=O)O)C(=O)OCC1=CC=CC=C1 benzyloxycarbonyl-(Cbz)diphenylalanine zinc-aluminium